7-Cyclopropoxy-6-(((3R,4R)-3-fluoro-1-methylpiperidin-4-yl)oxy)-4-(1-methyl-3-phenyl-1H-pyrazol-4-yl)quinazoline C1(CC1)OC1=C(C=C2C(=NC=NC2=C1)C=1C(=NN(C1)C)C1=CC=CC=C1)O[C@H]1[C@@H](CN(CC1)C)F